benzylideneoctanal C(C1=CC=CC=C1)=C(C=O)CCCCCC